OC(CCCC=1C[C@@H](OCC1)C=O)(C)C |r| (+-)-4-(4-hydroxy-4-methylpentyl)-3,6-dihydro-2H-pyran-2-carbaldehyde